7-(6-methoxy-7-(5-methyl-1H-indazol-4-yl)-2-((1-methylpiperidin-4-yl)oxy)quinazolin-4-yl)-2,7-diazaspiro[3.5]Nonane-2-carboxylic acid tert-butyl ester C(C)(C)(C)OC(=O)N1CC2(C1)CCN(CC2)C2=NC(=NC1=CC(=C(C=C21)OC)C2=C1C=NNC1=CC=C2C)OC2CCN(CC2)C